N1C[C@H](CC1)C(=O)OC methyl (S)-pyrrolidine-3-carboxylate